7-bromo-8-fluoro-6-iodo-2H-benzo[d][1,3]oxazine-2,4(1H)-dione BrC=1C(=CC2=C(NC(OC2=O)=O)C1F)I